4-(2-(difluoromethoxy)phenyl)-N-(5-((5-(2-hydroxypropan-2-yl)pyridin-2-yl)methoxy)-1,3,4-thiadiazol-2-yl)-6-methylnicotinamide FC(OC1=C(C=CC=C1)C1=CC(=NC=C1C(=O)NC=1SC(=NN1)OCC1=NC=C(C=C1)C(C)(C)O)C)F